CNC1(CCC1)C1=CC=NC=C1 N-methyl-1-(4-pyridyl)cyclobutanamine